ethyl-2-amino-5,5-dimethyl-3-hexenoate C(C)OC(C(C=CC(C)(C)C)N)=O